N-[4-chloro-2-[(di-2-propyl-λ4-sulfenyl)carbamoyl]-6-cyano-phenyl]-2-(3-chloro-2-pyridyl)-5-(trifluoromethyl)pyrazole-3-carboxamide ClC1=CC(=C(C(=C1)C#N)NC(=O)C=1N(N=C(C1)C(F)(F)F)C1=NC=CC=C1Cl)C(N=S(C(C)C)C(C)C)=O